OC1=C(C(=O)[O-])C=CC(=C1)O.[Na+] sodium 2,4-dihydroxybenzoate